3-Isocyanopropyltripropoxysilane [N+](#[C-])CCC[Si](OCCC)(OCCC)OCCC